diisopropylaminotriethoxysilane C(C)(C)N(C(C)C)[Si](OCC)(OCC)OCC